(S)-2-((S)-3,3-Difluorocyclopentyl)-N-(4-(2-hydroxypropan-2-yl)thiazol-2-yl)-2-(4-(2-methyl-2H-tetrazol-5-yl)phenyl)acetamide FC1(C[C@H](CC1)[C@H](C(=O)NC=1SC=C(N1)C(C)(C)O)C1=CC=C(C=C1)C=1N=NN(N1)C)F